dodecylmethylmalonate C(CCCCCCCCCCC)C(C(=O)[O-])(C(=O)[O-])C